propyl R-(-)-3-hydroxybutyrate O[C@@H](CC(=O)OCCC)C